C(C)(C)(C)OC(=O)N1C(C2=CC=CC=C2C1)CN1C(NC(C2=C1C=CN2)=O)=C=S ((4-oxo-2-thiocarbonyl-2,3,4,5-tetrahydro-1H-pyrrolo[3,2-d]pyrimidin-1-yl)methyl)isoindoline-2-carboxylic acid tert-butyl ester